(6-Chloro-1H-benzotriazole-1-yl)-N,N,N',N'-tetramethyluronium hexafluorophosphate F[P-](F)(F)(F)(F)F.ClC=1C=CC2=C(N(N=N2)OC(=[N+](C)C)N(C)C)C1